benzoylmethylenephenazine selenonium salt [SeH3+].C(C1=CC=CC=C1)(=O)C=C1CC=CC2=NC3=CC=CC=C3N=C12